3-methyl-4-nitro-1H-benzoimidazol-2-one CN1C(NC2=C1C(=CC=C2)[N+](=O)[O-])=O